2-(2H-benzotriazol-2-yl)4,6-bis(1-ethyl-1-phenylethyl)phenol N=1N(N=C2C1C=CC=C2)C2=C(C(=CC(=C2)C(C)(C2=CC=CC=C2)CC)C(C)(CC)C2=CC=CC=C2)O